ClC=1C=CC2=C(C(C[C@@H](O2)C(=O)NC23CCC(C2)(C3)NC(OC(C)(C)C)=O)=O)C1 tert-butyl (4-{[(2R)-6-chloro-4-oxo-3,4-dihydro-2H-1-benzopyran-2-carbonyl]amino}bicyclo[2.1.1]hexan-1-yl)carbamate